5-cyclopropyl-3-[4-(1-hydroxy-1-methyl-ethyl)anilino]-6-(3-methylimidazo[4,5-c]pyridin-7-yl)pyrazine-2-carboxamide C1(CC1)C=1N=C(C(=NC1C=1C2=C(C=NC1)N(C=N2)C)C(=O)N)NC2=CC=C(C=C2)C(C)(C)O